C(C1=CC=CC=C1)N1C(C2=CC=C(C=C2C[C@@H]1CCCC)OC)C1=CC=C(NC2CC(C2)(F)F)C=C1 4-((3S)-2-benzyl-3-butyl-6-methoxy-1,2,3,4-tetrahydroisoquinolin-1-yl)-N-(3,3-difluorocyclobutyl)aniline